COC=1C=NC(=NC1)[C@H]1[C@@H](CC1)C=1NC(C2=C(N1)N(N=C2C#N)[C@@H](C)C=2C=NC(=CC2)C(F)(F)F)=O 6-((1R,2R)-2-(5-methoxypyrimidin-2-yl)cyclobutyl)-4-oxo-1-((S)-1-(6-(trifluoromethyl)pyridin-3-yl)ethyl)-4,5-dihydro-1H-pyrazolo[3,4-d]pyrimidine-3-carbonitrile